The molecule is a sphingoid that is the C16 analogue of sphingosine. It has a role as a mouse metabolite. It is a sphingoid and an aminodiol. It is a conjugate base of a hexadecasphing-4-enine(1+). CCCCCCCCCCC/C=C/[C@H]([C@H](CO)N)O